ClC1=CC=C(C2=C1C=C(O2)F)COC2=C(C=CC=C2)C=2CCC(CC2)CC(=O)O 2-(2'-((4-chloro-2-fluorobenzofuran-7-yl)methoxy)-2,3,4,5-tetrahydro-[1,1'-biphenyl]-4-yl)acetic acid